ethylenebisricinoleic acid amide C(CCCCCCC[C@H](C\C=C/CCCCCCCC(=O)N)O)CCCCCC[C@H](C\C=C/CCCCCCCC(=O)N)O